1-(3-((5-chloro-2-((3-methyl-1-(8-methyl-8-azabicyclo[3.2.1]octan-3-yl)-1H-pyrazol-4-yl)amino)pyrimidin-4-yl)amino)propyl)azetidin-2-one ClC=1C(=NC(=NC1)NC=1C(=NN(C1)C1CC2CCC(C1)N2C)C)NCCCN2C(CC2)=O